CC1([C@@H]([C@@H]1C(=O)OCC2=CC(=CC=C2)OC3=CC=CC=C3)C=C(Cl)Cl)C (±)-3-phenoxybenzyl 3-(2,2-dichlorovinyl)-2,2-dimethylcyclopropanecarboxylate